C(=O)(O)[C@@H](C)OC(=O)[C@@H](C)OC(=O)[C@@H](C)OC(CCCCCCCCCCCCCCCCCC1=CC=CC2=C(C3=CC=CC=C3C(=C12)C1=CC2=CC=CC=C2C=C1)C1=CC2=CC=CC=C2C=C1)=O 9,10-Di(2-naphthyl)anthraceneoctadecanoic acid (R)-1-[(R)-1-((R)-1-carboxy-ethoxycarbonyl)-ethoxycarbonyl]-ethyl ester